NC(C[C@H](C#N)NC(OCCCCCC)=O)=O hexyl (R)-(3-amino-1-cyano-3-oxopropyl)carbamate